C(C)OC(=O)C=1N=CSC1C1CC1 5-cyclopropyl-thiazole-4-carboxylic acid ethyl ester